C(#N)C1=C(C=C(OC2C(C(C2(C)C)NC(=O)C2=CC=C(C=C2)N2CCC(CC2)CN2CCN(CC2)C=2C=CC(=NC2)C(=O)N[C@@H]2C(NC(CC2)=O)=O)(C)C)C=C1)OC 5-[4-[[1-[4-[[3-(4-cyano-3-methoxy-phenoxy)-2,2,4,4-tetramethyl-cyclobutyl]carbamoyl]phenyl]-4-piperidyl]methyl]piperazin-1-yl]-N-[(3S)-2,6-dioxo-3-piperidyl]pyridine-2-carboxamide